N-(cyclopropylmethyl)propanamide C1(CC1)CNC(CC)=O